2'-Chloro-N-(5-(6-chloro-4-(difluoromethyl)picolinoyl)-5,6-dihydro-4H-pyrrolo[3,4-d]thiazol-2-yl)-5'-methoxy-6-methyl-[4,4'-bipyridine]-5-carboxamide ClC1=NC=C(C(=C1)C1=CC=NC(=C1C(=O)NC=1SC2=C(N1)CN(C2)C(C2=NC(=CC(=C2)C(F)F)Cl)=O)C)OC